methylene-bis-methacrylamide CC(=CCC=C(C)C(=O)N)C(=O)N